(S)-tert-butyl (1-oxo-1-(((4'-(trifluoromethyl)-[1,1'-biphenyl]-4-yl)methyl)amino)pentan-2-yl)carbamate O=C([C@H](CCC)NC(OC(C)(C)C)=O)NCC1=CC=C(C=C1)C1=CC=C(C=C1)C(F)(F)F